C(C)OC=1C(=CC2=CN(N=C2C1)C)C(=O)NC1=CC=C(N=N1)C=1CC=NC(C1)(C)C 4-(6-(6-ethoxy-2-methyl-2H-indazole-5-carboxamido)pyridazin-3-yl)-6,6-dimethyl-3,6-dihydropyridine